cis-2-Aminocyclohexanecarboxylic acid N[C@@H]1[C@@H](CCCC1)C(=O)O